4-(azetidin-3-ylmethyl)-6-(3-methoxyphenyl)pyrimidine-2,4-diamine N1CC(C1)CC1(NC(=NC(=C1)C1=CC(=CC=C1)OC)N)N